ClC1=C(OCC(C(=O)NC2CCNCC2)(C)C)C=CC=C1 3-(2-chlorophenoxy)-2,2-dimethyl-N-(piperidin-4-yl)propionamide